O1C(OCC1)C=1OC2=C(C1C(=O)OCC)C=C(C=C2)OCC2=C(N=CS2)C ethyl 2-(1,3-dioxolan-2-yl)-5-((4-methylthiazol-5-yl)methoxy)benzofuran-3-carboxylate